C1(C=CCCCCCCCCCCCCC1)=O Cyclohexadecen-1-on